FC1=C(C(=O)OC)C=C(C(=C1)NC(C)C)[N+](=O)[O-] Methyl 2-fluoro-4-(isopropylamino)-5-nitrobenzoate